benzyl cis-3-[2-(dimethylamino) (oxo)acetamido]-2-{[(piperidin-4-yl)oxy]methyl}piperidine-1-carboxylate CN(C(C(=O)N[C@@H]1[C@@H](N(CCC1)C(=O)OCC1=CC=CC=C1)COC1CCNCC1)=O)C